[N+](=O)([O-])C(CCC(=O)[O-])C 4-nitrovalerate